2-{[(2R,7aS)-2-fluoro-hexahydro-1H-pyrrolizin-7a-yl]methoxy}-7-bromo-4-[8-(4,4-difluorocyclohexanecarbonyl)-3,8-diazabicyclo[3.2.1]octan-3-yl]-8-fluoroquinazoline F[C@@H]1C[C@@]2(CCCN2C1)COC1=NC2=C(C(=CC=C2C(=N1)N1CC2CCC(C1)N2C(=O)C2CCC(CC2)(F)F)Br)F